BrC1=CC=C2CNCCC3C2=C1C(CC3)(C)C 8-Bromo-7,7-dimethyl-1,2,3,4,4a,5,6,7-octahydronaphtho[1,8-cd]azepin